4(S)-(4-hydroxyphenyl)-2-azetidinone OC1=CC=C(C=C1)[C@@H]1CC(N1)=O